4-(6,7-difluoro-3-quinolylamino)-2-[4-(3,3-dimethyl-4-methyl-1-piperazinyl)-3-anisidino]pyrimidine FC=1C=C2C=C(C=NC2=CC1F)NC1=NC(=NC=C1)NC=1C=C(OC)C=CC1N1CC(N(CC1)C)(C)C